NC1=CC=C2CCCC3(CC=4N=C(N=C(C4CO3)N3C[C@@](CCC3)(O)C)OC[C@]34CCCN4C[C@@H](C3)F)C2=C1 (3R)-1-(7-amino-2'-(((2R,7aS)-2-fluorotetrahydro-1H-pyrrolizin-7a(5H)-yl)methoxy)-3,4,5',8'-tetrahydro-2H-spiro[naphthalene-1,7'-pyrano[4,3-d]pyrimidin]-4'-yl)-3-methylpiperidin-3-ol